(5-(((trans)-2-(3-(3-fluoropyridin-4-yl)azetidin-1-yl)cyclohexyl)oxy)-1-oxoisoindolin-2-yl)piperidine-2,6-dione FC=1C=NC=CC1C1CN(C1)[C@H]1[C@@H](CCCC1)OC=1C=C2CN(C(C2=CC1)=O)N1C(CCCC1=O)=O